5-Fluoro-N4-(4-(4-isopentylpiperazin-1-yl)phenyl)-N2-((tetrahydrofuran-2-yl)methyl)pyrimidine-2,4-diamine FC=1C(=NC(=NC1)NCC1OCCC1)NC1=CC=C(C=C1)N1CCN(CC1)CCC(C)C